ditetradecyl 8,23-diimino-13,18-bis(3-(4-((3-oxo-3-(tetradecyloxy)propyl)thio)butanimidamido)propyl)-4,27-dithia-9,13,18,22-tetraazatriacontanedioate N=C(CCCSCCC(=O)OCCCCCCCCCCCCCC)NCCCN(CCCCN(CCCNC(CCCSCCC(=O)OCCCCCCCCCCCCCC)=N)CCCNC(CCCSCCC(=O)OCCCCCCCCCCCCCC)=N)CCCNC(CCCSCCC(OCCCCCCCCCCCCCC)=O)=N